tetramethylcyclopentadienyl-dimethylsilyl-2-methyl-4-(4'-tert-butylphenyl)indenyl-zirconium dichloride [Cl-].[Cl-].CC=1C(=C(C(=C2C(=C(C(C12)[Zr+2][Si](C)(C)C1C=CC=C1)C)C)C1=CC=C(C=C1)C(C)(C)C)C)C